1,1''-[3,5-pentanediyl]bis[3,3-dimethyl-9'-methacryloxyspiro[indoline-2,3'-[3H]-naphtho[2,1-b](1,4)oxazine]] CCC(CCN1C2=CC=CC=C2C(C12C=NC1=C(O2)C=CC2=CC=C(C=C21)OC(C(=C)C)=O)(C)C)N2C1=CC=CC=C1C(C21C=NC2=C(O1)C=CC1=CC=C(C=C12)OC(C(=C)C)=O)(C)C